(S)-N-((R)-(3-chloro-4-fluorophenyl)(1-methyl-3-(tri-fluoromethyl)-1H-pyrazol-5-yl)methyl)-2-oxoimidazolidine-4-carboxamide ClC=1C=C(C=CC1F)[C@@H](NC(=O)[C@H]1NC(NC1)=O)C1=CC(=NN1C)C(F)(F)F